IC1=C(C=C2C(=N1)OCO2)C#N 5-iodo-[1,3]dioxolano[4,5-b]Pyridine-6-carbonitrile